N-(3-dimethylaminopropyl)-N'-ethylcarbodiimide hydrogen chloride Cl.CN(CCCN=C=NCC)C